CN(C1=CC=CC(=N1)C(=O)O)C 6-(dimethylamino)pyridine-2-carboxylic acid